(Z)-4-(1,4,4,4-tetrafluoro-3-(3,4,5-trichlorophenyl)but-1-en-1-yl)-2-(trifluoromethyl)-N'-(6-(trifluoromethyl)pyridin-2-yl)benzoyl-hydrazine F\C(=C/C(C(F)(F)F)C1=CC(=C(C(=C1)Cl)Cl)Cl)\C1=CC(=C(C(=O)NNC2=NC(=CC=C2)C(F)(F)F)C=C1)C(F)(F)F